copper potassium acetate C(C)(=O)[O-].[K+].[Cu+2].C(C)(=O)[O-].C(C)(=O)[O-]